2-(hydroxymethyl)benzimidazole tert-Butyl-4-((((1-isopropyl-1H-pyrazol-5-yl)methyl)(5-(2,4,5-trifluoro-3-hydroxyphenyl)-1,2,4-oxadiazol-3-yl)amino)methyl)benzoate C(C)(C)(C)OC(C1=CC=C(C=C1)CN(C1=NOC(=N1)C1=C(C(=C(C(=C1)F)F)O)F)CC1=CC=NN1C(C)C)=O.OCC=1NC2=C(N1)C=CC=C2